Cl.NCCOCCNC(C1=C(C=C(C=C1)NC=1C=2N(C=CN1)C(=CN2)C2=CC=C(C=C2)F)C)=O N-(2-(2-aminoethoxy)ethyl)-4-((3-(4-fluorophenyl)imidazo[1,2-a]pyrazin-8-yl)amino)-2-methylbenzamide hydrochloride